N-fluorenylmethoxycarbonyl-diphenylalanine C1(=CC=CC=2C3=CC=CC=C3CC12)COC(=O)N[C@@H](C(C1=CC=CC=C1)C1=CC=CC=C1)C(=O)O